tert-butyl 4-((4-chlorophenyl) (cyano)methyl)piperidine-1-carboxylate ClC1=CC=C(C=C1)C(C1CCN(CC1)C(=O)OC(C)(C)C)C#N